Tert-butyl N-tert-butoxycarbonyl-N-[6-chloro-2-[(4-cyano-2-fluoro-phenyl)methoxy]pyrimidin-4-yl]carbamate C(C)(C)(C)OC(=O)N(C(OC(C)(C)C)=O)C1=NC(=NC(=C1)Cl)OCC1=C(C=C(C=C1)C#N)F